C(C(=C)C)(=O)OCCS(=O)(=O)O.[Na] sodium 2-sulfoethyl methacrylate